COCCC[N+]=1N(C=CC1)C 1-(3-methoxypropyl)-2-methylpyrazolium